FC1=CC=CC2=C1N(C[C@@H]1[C@@H](C(N2C)=O)N(C(C1)=O)C1=NC(=CC(=C1)C(F)(F)F)C)CCCO (3ar,11as)-6-fluoro-5-(3-hydroxypropyl)-10-methyl-1-(6-methyl-4-(trifluoromethyl)pyridin-2-yl)-1,3a,4,5,10,11a-hexahydro-2H-benzo[b]pyrrolo[2,3-f][1,4]diazocine-2,11(3H)-dione